N-(5-cyclopropyl-1H-pyrazol-3-yl)-2-(4-((dimethylamino)methyl)piperidin-1-yl)pyrimidin-4-amine C1(CC1)C1=CC(=NN1)NC1=NC(=NC=C1)N1CCC(CC1)CN(C)C